5-(2-chloro-3-fluorophenyl)-3-(((6-methoxypyridin-2-yl)methyl)amino)-4H-benzo[e][1,2,4]thiadiazine 1,1-dioxide ClC1=C(C=CC=C1F)C1=CC=CC2=C1NC(=NS2(=O)=O)NCC2=NC(=CC=C2)OC